ClC=1C=CC(=C(C1)C1=NN(C=C1NC(=O)C=1C=NN2C1N=CC=C2)[C@H]2[C@@H](CNCC2)O)OC(F)F N-[3-[5-chloro-2-(difluoromethoxy)phenyl]-1-[(3R,4R)-3-hydroxypiperidin-4-yl]-1H-pyrazol-4-yl]pyrazolo[1,5-a]pyrimidine-3-carboxamide